Methyl-2-((1H-pyrrolo[2,3-b]pyridin-5-yl)thio)-4-(4-((4'-chloro-5,5-dimethyl-3,4,5,6-tetrahydro-[1,1'-biphenyl]-2-yl)methyl)piperazin-1-yl)benzoate COC(C1=C(C=C(C=C1)N1CCN(CC1)CC1=C(CC(CC1)(C)C)C1=CC=C(C=C1)Cl)SC=1C=C2C(=NC1)NC=C2)=O